NC1=NC(=C(C(=C1C#N)C1=NC=C(C=C1)OCCOC)C#N)SCC1=NC=CC=C1 2'-amino-5-(2-methoxyethoxy)-6'-((pyridin-2-ylmethyl)thio)-[2,4'-bipyridine]-3',5'-dicarbonitrile